N(=O)N(CCCC(=O)O)C1=CC(=C(C=C1)[N+](=O)[O-])C(F)(F)F N-Nitroso-4-((4-nitro-3-trifluoromethylphenyl)amino)butanoic acid